CCCCCCCCCCCCCCCCCCCCCCCCCC(=O)N[C@@H](COP(=O)(O)O[C@@H]1[C@@H]([C@@H]([C@H]([C@@H]([C@H]1OC2[C@H]([C@H]([C@@H]([C@H](O2)COP(=O)(O)OC3[C@@H]([C@H](C([C@H]([C@H]3O)O)O)O)O)O)O)O)O)O)O)O)[C@@H](CCCCCCCCCCCCCCCCC)O The molecule is an inositol phosphomannosylinositol phosphoceramide compound having a hexacosanoyl group attached to the ceramide nitrogen. It derives from a Man-beta1-2-Ins-1-P-Cer(d20:0/26:0).